4-oxalo-pyrrole C(=O)(C(=O)O)C=1C=CNC1